Formimidamide acetate C(C)(=O)O.C(N)=N